(S)-2-aminobutyramid N[C@H](C(=O)N)CC